4-hydroxy-2'-(3-((6-(methoxy-d3)pyridin-2-yl)amino)-3-oxopropanamido)-[1,1'-biphenyl]-3-carboxylic acid OC1=C(C=C(C=C1)C1=C(C=CC=C1)NC(CC(=O)NC1=NC(=CC=C1)OC([2H])([2H])[2H])=O)C(=O)O